NC=1C(=C2C(=NC1C1=C(C(=CC=C1C)O)C)C(=C(S2)C)C)C(=O)N 6-amino-5-(3-hydroxy-2,6-dimethylphenyl)-2,3-dimethylthieno[3,2-B]pyridine-7-carboxamide